OC1CN(CC1O)S(=O)(N)=N 3,4-dihydroxypyrrolidine-1-sulfonimidamide